3-(2-(1-Methyl-3-(1H-pyrazol-4-yl)-1H-pyrrolo[2,3-c]pyridin-5-yl)pyridin-4-yl)-5-(trifluoromethyl)-1,2,4-oxadiazole CN1C=C(C=2C1=CN=C(C2)C2=NC=CC(=C2)C2=NOC(=N2)C(F)(F)F)C=2C=NNC2